3,3-difluoro-2,2-dimethyl-1-((2S,5S)-9-(pyridin-3-ylethynyl)-2,3-dihydro-2,5-methanopyrido[3,4-f][1,4]oxazepin-4(5H)-yl)propan-1-one FC(C(C(=O)N1C[C@H]2OC3=C([C@@H]1C2)C=NC=C3C#CC=3C=NC=CC3)(C)C)F